ClC=1C(=CC2=C(N(C=N2)C)C1)C#C 6-chloro-5-ethynyl-1-methyl-1,3-benzodiazole